C(C)OC=1C=CC(=NC1)C=1N(C(=NN1)[C@@H]1C[C@H](C1)NC(=O)C=1C=CC=C2C(=CC=NC12)O)C1=C(C=CC=C1)F N-(trans-3-(5-(5-ethoxypyridin-2-yl)-4-(2-fluorophenyl)-4H-1,2,4-triazol-3-yl)cyclobutyl)-4-hydroxyquinoline-8-carboxamide